4-((2-cyclopropylethyl)((1S,4s)-4-(((1S,2S)-2-(trifluoromethyl)cyclobutyl)amino)cyclohexyl)amino-1-oxoisoindolin-2-yl)piperidine-2,6-dione C1(CC1)CCC1(N(C(C2=CC=CC=C12)=O)C1CC(NC(C1)=O)=O)NC1CCC(CC1)N[C@@H]1[C@H](CC1)C(F)(F)F